N-(4-aminophenyl)-4-ethylbenzenesulfonamide NC1=CC=C(C=C1)NS(=O)(=O)C1=CC=C(C=C1)CC